tert-butyl N-[[2-methyl-4-[6-[(2R)-2-fluoro-3-trityloxy-propoxy]pyrrolo[2,1-f][1,2,4]triazin-4-yl]phenyl]methyl]carbamate CC1=C(C=CC(=C1)C1=NC=NN2C1=CC(=C2)OC[C@@H](COC(C2=CC=CC=C2)(C2=CC=CC=C2)C2=CC=CC=C2)F)CNC(OC(C)(C)C)=O